NCC1=CC(=C(C(=C1)C)NC(=O)C1=CC2=C(OCCC3=C2SC=C3)C=C1C=1C(=NC(=CC1)C(NC13CC2(CC(CC(C1)C2)C3)CC)=O)C(=O)OC)C methyl 3-(9-((4-(aminomethyl)-2,6-dimethylphenyl)carbamoyl)-4,5-dihydrobenzo[b]thieno[2,3-d]oxepin-8-yl)-6-(((1r,3s)-3-ethyladamantan-1-yl)carbamoyl)picolinate